trans-N-(3,5-difluoro-4-((1s,3r)-3-methyl-2-(2,2,2-trifluoroethyl)-2,3,4,9-tetrahydro-1H-pyrido[3,4-b]indol-1-yl)phenyl)-4-fluoro-1-(3-fluoropropyl)pyrrolidin-3-amine FC=1C=C(C=C(C1[C@@H]1N([C@@H](CC2=C1NC1=CC=CC=C21)C)CC(F)(F)F)F)N[C@@H]2CN(C[C@H]2F)CCCF